C1(=CC=CC=C1)C=1C=C(C=C(C1)C1=CC=C(C=C1)OB(O)O)C1=CC=CC=C1 (5'-phenyl-[1,1':3',1''-terphenyl]-4-yl)boric acid